[C@H]12N(C[C@H](NC1)C2)C=2C=CC(=C(C(=O)N[C@H](C)C1=CC(=CC(=C1)C=1C=NN(C1)C)C1=NN(C=C1)CCOC)C2)C 5-((1R,4R)-2,5-diazabicyclo[2.2.1]heptan-2-yl)-N-((R)-1-(3-(1-(2-methoxyethyl)-1H-pyrazol-3-yl)-5-(1-methyl-1H-pyrazol-4-yl)phenyl)ethyl)-2-methylbenzamide